ClC1=NC=NC=C1C(=O)NCC1(CCC1)CC1=C(C=C(C=C1)F)F 4-chloro-N-((1-(2,4-difluorobenzyl)cyclobutyl)methyl)pyrimidine-5-carboxamide